C1(CCCCC1)C[C@@H](C(N[C@H](C=O)C[C@H]1C(NCC1)=O)=O)NC(O[C@H](C(F)(F)C1=CC(=CC=C1)Cl)C1=CC=CC=C1)=O (S)-2-(3-chlorophenyl)-2,2-difluoro-1-phenylethyl ((S)-3-cyclohexyl-1-oxo-1-(((S)-1-oxo-3-((S)-2-oxopyrrolidin-3-yl)propan-2-yl)amino)propan-2-yl)carbamate